COC(=O)C1(CC1)C(NC1=CC(=C(C=C1)OC1=CC=NC2=CC(=C(C=C12)C(NC)=O)OC)F)=O 1-((3-fluoro-4-((7-methoxy-6-(methylcarbamoyl)quinolin-4-yl)oxy)phenyl)-carbamoyl)cyclopropane-1-carboxylic acid methyl ester